NC[C@@]1([C@@H]2CCN(C[C@H]12)C1=CN=C2C(=N1)NN=C2C2=C(C1=CN(N=C1C=C2)CC(=O)N(C)C)Cl)C2=C(C=CC=C2)F 2-(5-(6-((1S,6R,7R)-7-(aminomethyl)-7-(2-fluorophenyl)-3-azabicyclo[4.1.0]heptan-3-yl)-1H-pyrazolo[3,4-b]pyrazin-3-yl)-4-chloro-2H-indazol-2-yl)-N,N-dimethylacetamide